Sulphadiazine NC1C=CC(S(=O)(=O)NC2N=CC=CN=2)=CC=1